NC=1C=C(C=NC1)NC(=O)C=1C=C2C(=NC1)NC(=C2)C=2C=NN(C2)C N-(5-aminopyridin-3-yl)-2-(1-methyl-1H-pyrazol-4-yl)-1H-pyrrolo[2,3-b]pyridine-5-carboxamide